N1(CCCCC1)C(=O)ON(C=1C=NC=CC1N)C(C)(C)C tert-butyl-((4-aminopyridin-3-yl) amino) piperidine-1-carboxylate